ClC1=NC=CC=C1C(=O)N 2-chloropyridine-3-carboxamide